2-(4-bromo-6-methyl-1-(tetrahydro-2H-pyran-2-yl)-1H-indazol-5-yl)-2-methylpropanenitrile BrC1=C2C=NN(C2=CC(=C1C(C#N)(C)C)C)C1OCCCC1